N-((1r,3r)-3-((5-(1-isopropyl-1H-benzo[d][1,2,3]triazol-6-yl)-4-methoxypyrrolo[2,1-f][1,2,4]triazin-2-yl)amino)-1-methylcyclobutyl)acetamide C(C)(C)N1N=NC2=C1C=C(C=C2)C=2C=CN1N=C(N=C(C12)OC)NC1CC(C1)(C)NC(C)=O